4-(2-acryloyl-2,6-diazaspiro[3.4]octan-6-yl)-2-(4-((S)-3,4-dimethylpiperazin-1-yl)piperidin-1-yl)-6-(5-methyl-1H-indazol-4-yl)pyrimidine-5-carbonitrile C(C=C)(=O)N1CC2(C1)CN(CC2)C2=NC(=NC(=C2C#N)C2=C1C=NNC1=CC=C2C)N2CCC(CC2)N2C[C@@H](N(CC2)C)C